CC=1OC(=CC1S)C 2,5-Dimethyl-3-furanthiol